C1(=CC=C(C=C1)CS(=O)(=O)NC1=CC=C(C=C1)C1=NNC(=C1C(=O)N)NC1=NC(=CC=C1)C(F)(F)F)C 3-(4-((p-tolylmethyl)sulfonamido)phenyl)-5-((6-(trifluoromethyl)pyridin-2-yl)amino)-1H-pyrazole-4-carboxamide